BrN1C(=O)N(C(=O)C1(C)C(C)(C)C)Br 1,3-dibromo-5-tert-butyl-5-methylhydantoin